5-(4-cyclopropyl-6-methoxy-pyrimidin-5-yl)-7-[[6-[1-cyclopropyl-4-(trifluoromethyl)imidazol-2-yl]-5-fluoro-3-pyridyl]methoxy]-2-methyl-pyrazolo[4,3-d]pyrimidine C1(CC1)C1=NC=NC(=C1C=1N=C(C=2C(N1)=CN(N2)C)OCC=2C=NC(=C(C2)F)C=2N(C=C(N2)C(F)(F)F)C2CC2)OC